C(C)(C)(C)OOC(C)(C)C1=CC=C(C=C1)C(C)(C)OOC(C)(C)C 1,4-bis(tert-butyl-peroxyisopropyl)benzene